3-(2-(2-hydroxyethoxy)ethoxy)ethoxyphthalonitrile OCCOCCOCCOC1=C(C(C#N)=CC=C1)C#N